O1C=NCC1=O oxazol-5(4H)-one